O1C2=C(OCC1)C=C(C=C2)C2N(CCC2)CC2=CC=C(C=C2)C=2C(=NOC2C)C 4-(4-((2-(2,3-dihydrobenzo[b][1,4]dioxin-6-yl)pyrrolidin-1-yl)methyl)phenyl)-3,5-dimethylisoxazole